acetylketene C(C)(=O)C=C=O